ClC=1C(=C(C=CC1)N1CCC=2C=3C1=NC=NC3C=CC2NC(\C=C\CN(C)C)=O)F (E)-N-(4-(3-chloro-2-fluorophenyl)-5,6-dihydro-4H-pyrido[2,3,4-de]quinazolin-7-yl)-4-(dimethylamino)but-2-enamide